2-(4-((R and S)-1-(((S)-phenyl((R)-1,2,3,4-tetrahydro-1,5-naphthyridin-3-yl)methyl)amino)propan-2-yl)phenyl)acetic acid C1(=CC=CC=C1)[C@H]([C@H]1CNC2=CC=CN=C2C1)NC[C@H](C)C1=CC=C(C=C1)CC(=O)O |&1:19|